(R)-4-methoxy-alpha-methyl-phenethylamine COC1=CC=C(C[C@@H](C)N)C=C1